CN(CCNCC1=C(N=C(S1)C1=CC(=CC=C1)OC(F)(F)F)C1=CC(=CC=C1)OC)C dimethyl-N'-(2-(3-trifluoromethoxyphenyl)-4-(3-methoxyphenyl)thiazol-5-yl-methyl)ethylenediamine